NC1=C(C(=O)NCCCC2=CC=CC=C2)C=CC=C1 2-amino-N-(3-phenylpropyl)-benzamide